O=C1C(NCC1)=O oxo-pyrrolidinone